N(C1=CC=CC=C1)C1=NC(=NC(=N1)N1CCOCC1)NC1=CC=C(C=C1)C=CC1=CC=C(C=C1)NC1=NC(=NC(=N1)NC1=CC=CC=C1)N1CCOCC1 4,4'-Bis(2-anilino-4-morpholino-1,3,5-triazin-6-yl-amino)-stilben